C[C@H]1CCC(N1)=O (5S)-5-methylpyrrolidin-2-one